O[C@H](C)C1=CC(=C(C=N1)C=1C=2N(C3=C(C1)N=C(S3)NC(=O)C3CC3)N=CN2)C (R)-N-(5-(6-(1-hydroxyethyl)-4-methylpyridin-3-yl)thiazolo[4,5-e][1,2,4]triazolo[1,5-a]pyridin-2-yl)cyclopropanecarboxamide